[Si](C)(C)(C(C)(C)C)OCCCNC(CC=1N(C2=C(C=NC=3C=CC(=CC23)Cl)N1)[C@H]1C[C@H](OCC1)C)=O N-(3-((tert-butyldimethylsilyl)oxy)propyl)-2-(8-chloro-1-((2R,4R)-2-methyltetrahydro-2H-pyran-4-yl)-1H-imidazo[4,5-c]quinolin-2-yl)acetamide